(1r,3r)-3-(5-methoxy-1H-indol-1-yl)-N,N-dimethylcyclobutan-1-amine COC=1C=C2C=CN(C2=CC1)C1CC(C1)N(C)C